3-(5-chloro-2-ethynylphenyl)-dibenzothiophene ClC=1C=CC(=C(C1)C=1C=CC2=C(SC3=C2C=CC=C3)C1)C#C